S(=O)(=O)(O)C1=CC=C(C=C1)N=NC1=C(C2=C(C=C(C=C2C=C1S(=O)(=O)[O-])S(=O)(=O)[O-])O)O.[Na+].[Na+].[Na+] trisodium 2-(4-sulfophenylazo)-1,8-dihydroxynaphthalene-3,6-disulfonate